(R)-1-(4-(difluoromethoxy)phenyl)-2,2,2-trifluoroethan-1-amine hydrochloride Cl.FC(OC1=CC=C(C=C1)[C@H](C(F)(F)F)N)F